[Ti+4].C1(C=CC=C1)[SiH](C1=CC=CC=C1)C Cyclopentadienyl-methylphenylsilane titanium (IV)